O=C1NCC2(C=3C(=CC=CC13)C(=O)N)CC2 oxo-2',3'-dihydro-1'H-spiro[cyclopropane-1,4'-isoquinoline]-5'-carboxamide